BrC=1C=C(\C=C\2/C(NC(N(C2=O)C2=CC=C(C=C2)OC)=O)=O)C=C(C1O)Br (E)-5-(3,5-Dibromo-4-hydroxybenzylidene)-1-(4-methoxyphenyl)pyrimidine-2,4,6(1H,3H,5H)-trione